C(C)(C)(C)OC(=O)N[C@@H](C(=O)O)CCCN1C(=NC=C1)[N+](=O)[O-] (R)-2-((tert-butoxycarbonyl)amino)-5-(2-nitro-1H-imidazol-1-yl)pentanoic acid